CC1=C(C=C(C(=O)O)C=C1)C=1SC=2N=CN=C(C2N1)SC 4-methyl-3-(7-(methylthio)thiazolo[5,4-d]pyrimidin-2-yl)benzoic acid